[Sb](F)(F)(F)(F)F antimony pentafluoride